NC(C(=O)O)CCCCCC\C=C/CCCCCCCC 2-aminooleic acid